CN1C2=NC(=NC(=C2N=C1)N1CCC(CC1)C(F)(F)F)CNC(OC(C)(C)C)=O tert-butyl ((9-methyl-6-(4-(trifluoromethyl)piperidin-1-yl)-9H-purin-2-yl)methyl)carbamate